2,6-Anhydro-5-benzamido-4-(5-bromo-6-chloro-3-cyano-2H-indazol-2-yl)-3,4,5-trideoxy-D-glycero-D-galacto-non-2-enonic acid C(C1=CC=CC=C1)(=O)N[C@@H]1[C@H](C=C(C(=O)O)O[C@H]1[C@H](O)[C@H](O)CO)N1N=C2C=C(C(=CC2=C1C#N)Br)Cl